[K].C(CCC)S(=O)(=O)O butanesulfonic acid potassium